NCC1=CC(=C(C(=C1)C)NC(=O)C1=CC2=C(OCCC3=C2SC=C3)C=C1C=1C(=NC(=CC1)C(NC(C)(CCO)C)=O)C(=O)OC)C methyl 3-(9-((4-(aminomethyl)-2,6-dimethylphenyl)carbamoyl)-4,5-dihydrobenzo[b]thieno[2,3-d]oxepin-8-yl)-6-((4-hydroxy-2-methylbutan-2-yl)carbamoyl)picolinate